(3S,11aR)-7-((3,4-difluorobenzyl)oxy)-6-methoxy-3,4-dihydro-1H,9H,11H-3,11a-methanopyrimido[6',1':2,3]imidazo[5,1-c][1,4]oxazin-9-one FC=1C=C(COC2=NC(N3C(N4[C@@]5(CO[C@H](C4)C5)C3)=C2OC)=O)C=CC1F